2-(cyclopropylamino)-8-(4-(difluoromethoxy)phenyl)-6-(quinolin-6-yl)pyrido[4,3-d]pyrimidin-7(6H)-one C1(CC1)NC=1N=CC=2C(N1)=C(C(N(C2)C=2C=C1C=CC=NC1=CC2)=O)C2=CC=C(C=C2)OC(F)F